FC1=C(C=CC(=C1)F)S(=O)(=O)N(C)C=1C(=NC=C(C1)C=1C=C2C(=NC=NC2=CC1)N1CC2(CN(C2)C(\C=C\C(C)=O)=O)CC1)OC (E)-2,4-difluoro-N-(2-methoxy-5-(4-(2-(4-oxopent-2-enoyl)-2,6-diazaspiro[3.4]octan-6-yl)quinazolin-6-yl)pyridin-3-yl)-N-methylbenzenesulfonamide